ClC1=CN=CC(=N1)CN[C@@H](COC1=NC(=NC(=C1)C1=C(C=CC=C1C)C)NS(=O)(=O)C=1C=C(C(=O)O)C=CC1)COC1CC1 3-[[4-[(2R)-2-[(6-chloropyrazin-2-yl)methylamino]-3-(cyclopropoxy)propoxy]-6-(2,6-dimethylphenyl)pyrimidin-2-yl]sulfamoyl]benzoic acid